(3S)-1-[(2R)-2-[4-(2-Chloro-4-fluorophenyl)-2-oxo-chromen-7-yl]oxypropanoyl]pyrrolidin ClC1=C(C=CC(=C1)F)C1=CC(OC2=CC(=CC=C12)O[C@@H](C(=O)N1CCCC1)C)=O